((4-chlorobenzyl)((5-nitrothiophen-2-yl)methyl)amino)methylpyrrolidine-1-carboxylic acid ethyl ester C(C)OC(=O)N1C(CCC1)CN(CC=1SC(=CC1)[N+](=O)[O-])CC1=CC=C(C=C1)Cl